[Ca].NCCCC(=O)O.[Ca] calcium 4-aminobutyric acid calcium